(5-METHYL-2-FURYL)METHYL ISOCYANIDE CC1=CC=C(O1)C[N+]#[C-]